CC1=CC2=C(OC(=CN2)C=2C=NC(=CC2)C=2C=NN(C2)C)C(=C1)C(C)=O 1-(6-Methyl-2-(6-(1-methyl-1H-pyrazol-4-yl)pyridin-3-yl)-4H-benzo[b][1,4]oxazin-8-yl)ethan-1-one